tert-butyl 9-[[4-(2,6-dibenzyloxy-3-pyridyl)-3-fluoro-phenyl]methyl]-3,9-diazaspiro[5.5]undecane-3-carboxylate C(C1=CC=CC=C1)OC1=NC(=CC=C1C1=C(C=C(C=C1)CN1CCC2(CCN(CC2)C(=O)OC(C)(C)C)CC1)F)OCC1=CC=CC=C1